(S)-3-(4-((tetrahydrofuran-3-yl)-oxy)benzyl)-1-(4-fluorobenzyl)-1-((1-methylpyrrolidin-3-yl)methyl)urea O1CC(CC1)OC1=CC=C(CNC(N(C[C@@H]2CN(CC2)C)CC2=CC=C(C=C2)F)=O)C=C1